tert-butyl 3-[(5-bromopyrazin-2-yl)amino]pyrrolidine-1-carboxylate BrC=1N=CC(=NC1)NC1CN(CC1)C(=O)OC(C)(C)C